ClC1=C(C=C(CNC(C(C)C)=O)C=C1)C=1NC(C(=C(N1)C1=CSC=C1)F)=O N-{4-chloro-3-[5-fluoro-6-oxo-4-(thiophen-3-yl)-1,6-dihydropyrimidin-2-yl]benzyl}isobutyramide